FC1=CC=C(C=C1)[S@](=NS(=O)(=O)C1=CC=C(C=C1)[N+](=O)[O-])(=NC(C)(CC(C)(C)C)C)N1[C@@H](CCC1)CO N-((S)-(4-Fluorophenyl)((S)-2-(hydroxymethyl)pyrrolidin-1-yl)((2,4,4-trimethylpentan-2-yl)imino)-λ6-sulfaneylidene)-4-nitrobenzenesulfonamide